CC12C=C(CC(CC1)(O2)C)B2OC(C(O2)(C)C)(C)C 2-[1,5-dimethyl-8-oxabicyclo[3.2.1]oct-2-en-3-yl]-4,4,5,5-tetramethyl-1,3,2-dioxaborolane